N-(3-chloro-2-methylphenyl)-2-{[(2R)-tetrahydrofuran-2-ylmethyl]amino}-6-({[2-(trifluoromethyl)phenyl]carbonyl}amino)-1H-benzimidazole-4-carboxamide ClC=1C(=C(C=CC1)NC(=O)C1=CC(=CC=2NC(=NC21)NC[C@@H]2OCCC2)NC(=O)C2=C(C=CC=C2)C(F)(F)F)C